C(C)N1C[C@]2([C@@](C1)(CNC2)C)C (3aR,6aS)-5-ethyl-3a,6a-dimethylhexahydropyrrolo[3,4-c]pyrrol